OC=1C=C(C2=CC=CC=C2C1)NC(=O)C1=NC(=NC(=C1)N1[C@@H]2CN([C@H](C1)C2)C(C=C)=O)OC[C@H]2N(CCC2)C N-(3-hydroxy-1-naphthyl)-2-[[(2S)-1-methylpyrrolidin-2-yl]methoxy]-6-[(1S,4S)-2-prop-2-enoyl-2,5-diazabicyclo[2.2.1]heptan-5-yl]pyrimidine-4-carboxamide